(3-triethoxysilyl-1-propyl) trithiophosphate (phosphate) P(=O)(O)(O)O.P(=S)(SCCC[Si](OCC)(OCC)OCC)(S)O